1-methoxy-2-butanol COCC(CC)O